ClC1=CC=C(C=C1)[C@H](NC(=O)[C@@H]1N([C@@H]2C[C@@H]2C1)C(C1=CC(=CC=C1)S(=O)(=O)CC)=O)C1COC1 (1R,3R,5R)-N-((R)-(4-chlorophenyl)(3-oxetanyl)methyl)-2-(3-(ethylsulfonyl)benzoyl)-2-azabicyclo[3.1.0]hexane-3-carboxamide